C(C)N1N=C(C=C1C(NC)=O)C(=O)O 1-ethyl-5-(methylcarbamoyl)-1H-pyrazole-3-carboxylic acid